C1(CC1)C1=NOC(=N1)CCN 2-(3-Cyclopropyl-1,2,4-oxadiazol-5-yl)ethan-1-amine